C(C1=CC=CC=C1)OC(=O)N(CCCC1OC(NC2=C1C(=CC=C2)C2=CC=CC(=N2)N[C@H]2C[C@H](N(C2)C(=O)OC(C)(C)C)C(=O)O)=O)C (2S,4S)-4-[[6-[4-[3-[benzyloxycarbonyl(methyl)amino]propyl]-2-oxo-1,4-dihydro-3,1-benzoxazin-5-yl]-2-pyridyl]amino]-1-tert-butoxycarbonyl-pyrrolidine-2-carboxylic acid